C(C1=CC=CC=C1)S(=O)(=O)N alpha-toluenesulfonamide